CNC(=O)[C@@H]1CN(CC[C@H]1NC(=O)C1=NOC(=C1)C1=C(C=C(C=C1)F)F)C1CCCCC1 (3R,4R)-1-cyclohexyl-4-{[5-(2,4-difluoro-phenyl)-isoxazole-3-carbonyl]-amino}-piperidine-3-carboxylic acid methylamide